CN(C=1C=C(OCCCCC=2C=CC3=C(NC(=N3)C(=O)N3CCN(CC3)C(=O)OC(C)(C)C)C2)C=CC1)C tert-butyl 4-(6-(4-(3-(dimethylamino)phenoxy)butyl)-1H-benzo[d]imidazole-2-carbonyl)piperazine-1-carboxylate